CCCCC[C@H](C)O The molecule is a secondary alcohol that is heptane substituted by a hydroxy group at position 2 (the 2S-stereoisomer). It has a role as a metabolite. It is a secondary alcohol and a fatty alcohol.